3-(4-(2-(piperidin-4-yl)ethyl)phenyl)piperidine-2,6-dione N1CCC(CC1)CCC1=CC=C(C=C1)C1C(NC(CC1)=O)=O